C(C1=CC=CC=C1)(=O)OC[C@@H]1[C@H]([C@@H]([C@@H]([C@H](O1)F)O)O)O 6-O-benzoyl-α-D-mannopyranosyl fluoride